ClC1=CC=C(C=C1)C1(CC1)C(=O)N1[C@@H]([C@H]2C([C@H]2C1)(C)C)C(=O)N[C@H](C#C)CC(=O)N (1R,2S,5S)-3-[1-(4-chlorophenyl)cyclopropanecarbonyl]-6,6-dimethyl-N-[(1S)-1-(2-amino-2-oxo-ethyl)prop-2-ynyl]-3-azabicyclo[3.1.0]hexane-2-carboxamide